1-(4-fluorobenzyl)-4-hydroxy-2-oxo-N-(spiro[2.5]octan-6-yl)-1,2-dihydro-1,8-naphthyridine-3-carboxamide FC1=CC=C(CN2C(C(=C(C3=CC=CN=C23)O)C(=O)NC2CCC3(CC3)CC2)=O)C=C1